N-(4-bromobenzyl)-2-(furan-2-yl)quinoline-4-carboxamide BrC1=CC=C(CNC(=O)C2=CC(=NC3=CC=CC=C23)C=2OC=CC2)C=C1